3,5-dimethyl-6-(4,4,5,5-tetramethyl-1,3,2-dioxaborolan-2-yl)quinazolin-4(3H)-one CN1C=NC2=CC=C(C(=C2C1=O)C)B1OC(C(O1)(C)C)(C)C